(2S)-3-(2-bromo-5-iodo-phenyl)-2-[(3R)-1-tert-butoxycarbonylpyrrolidin-3-yl]propionic acid BrC1=C(C=C(C=C1)I)C[C@H](C(=O)O)[C@@H]1CN(CC1)C(=O)OC(C)(C)C